4-Methyl-5-(3-methyl-7-{6-[4-(2,2,2-trifluoro-ethyl)-piperazin-1-yl]-pyridazin-3-ylamino}-3H-imidazo[4,5-b]pyridin-5-yloxy)-pyridine-2-carbonitrile CC1=CC(=NC=C1OC1=CC(=C2C(=N1)N(C=N2)C)NC=2N=NC(=CC2)N2CCN(CC2)CC(F)(F)F)C#N